3-(3-bromo-2-fluorobenzyl)-2-oxo-3,4-dihydro-2H-benzo[e][1,3]oxazin-7-yl dimethylcarbamate CN(C(OC1=CC2=C(CN(C(O2)=O)CC2=C(C(=CC=C2)Br)F)C=C1)=O)C